O1N=C(C2C1COC2)[C@@H]2C[C@@H](CCC2)C(=O)O (1R,3S)-3-(3a,4,6,6a-tetrahydrofuro[3,4-d]isoxazol-3-yl)cyclohexane-1-carboxylic acid